ONCC1=CC=C(C=C1)NC1=C(C=C(C=C1C)C)C N-(4-((hydroxyamino)methyl)phenyl)-2,4,6-trimethylaniline